(2R)-6-(difluoromethyl)-2-fluoro-1,1-dioxo-3,5-dihydro-2H-4,1-benzoxathiepine-8-carboxylic acid FC(C1=CC(=CC2=C1COC[C@@H](S2(=O)=O)F)C(=O)O)F